BrC1=C(C=CC=C1)C(C(C)=O)O 1-(2-bromophenyl)-1-hydroxypropan-2-one